3-Amino-8-(2-fluoro-6-methoxyphenyl)-N-cyclopropylimidazo[1,2-a]pyridine-2-carboxamide NC1=C(N=C2N1C=CC=C2C2=C(C=CC=C2OC)F)C(=O)NC2CC2